tri(dimethylamine) phosphorus [P].CNC.CNC.CNC